C1(NC=CC2=CC=CC=C12)=[Se] isoquinolineselon